2-methylbenzoyldiphenylphosphine CC1=C(C(=O)P(C2=CC=CC=C2)C2=CC=CC=C2)C=CC=C1